C1(CC1)N1C(C=2C=CC(=NC2CC1)OCC(CNC(OC(C)(C)C)=O)=CF)=O tert-butyl (2-(((6-cyclopropyl-5-oxo-5,6,7,8-tetrahydro-1,6-naphthyridin-2-yl)oxy)methyl)-3-fluoroallyl)carbamate